CC1=NC(=NC(=C1)C)NC(=O)C1CN(C1)C1=CC(=C2C(C(=CN(C2=N1)C=1SC=CN1)C(=O)O)=O)C 7-{3-[(4,6-dimethylpyrimidin-2-yl)carbamoyl]azetidin-1-yl}-5-methyl-4-oxo-1-(1,3-thiazol-2-yl)-1,4-dihydro-1,8-naphthyridine-3-carboxylic acid